4,4'-((4-(AZETIDINE-1-CARBONYL)PYRIDINE-2,6-DIYL)BIS(1H-1,2,3-TRIAZOLE-4,1-DIYL))BIS(2-HYDROXYBENZOIC ACID) N1(CCC1)C(=O)C1=CC(=NC(=C1)C=1N=NN(C1)C1=CC(=C(C(=O)O)C=C1)O)C=1N=NN(C1)C1=CC(=C(C(=O)O)C=C1)O